dibromo-di(isopropyl)silane Br[Si](C(C)C)(C(C)C)Br